(4-(2-fluorocyclopropyl)-6-methoxypyrimidin-5-yl)boronic acid FC1C(C1)C1=NC=NC(=C1B(O)O)OC